C(CCC\C=C/CC)OC(CCCC(=O)[O-])OCCCC\C=C/CC 5,5-bis(((Z)-oct-5-en-1-yl)oxy)pentanoate